5-amino-N-cyclobutyl-N-((5-cyclopropyl-3-fluoropyridin-2-yl)methyl)-6,8-dihydro-1H-furo[3,4-d]pyrrolo[3,2-b]pyridine-2-carboxamide NC1=C2C(=C3C(=N1)C=C(N3)C(=O)N(CC3=NC=C(C=C3F)C3CC3)C3CCC3)COC2